C(CCCN)CCC(=O)O ω-aminoheptanoic acid